oxo-1,4,5,6-tetrahydro-1,6-naphthyridine-3-carboxylate O=C1C(=CNC=2C=CNCC12)C(=O)[O-]